1-(4-(5-dodecyl-benzooxazol-2-yl)phenyl)-3-(4-tert-butyl-styryl)-5-(4-tert-butyl-phenyl)-pyrazoline C(CCCCCCCCCCC)C=1C=CC2=C(N=C(O2)C2=CC=C(C=C2)N2NC(=CC2C2=CC=C(C=C2)C(C)(C)C)C=CC2=CC=C(C=C2)C(C)(C)C)C1